CC(CCO)(C)C 3,3-dimethyl-butanol